3-(4-chlorophenyl)-4-phenyl-5,6-dihydropyridazin ClC1=CC=C(C=C1)C=1N=NCCC1C1=CC=CC=C1